C(C1=CC=CC=C1)N1C(=NC2=C1C=CC(=C2)OC(C)C)C2=C(C=C(C=C2)OCCC2N(CCC2)C)Cl 1-benzyl-2-(2-chloro-4-(2-(1-methylpyrrolidin-2-yl)ethoxy)phenyl)-5-isopropoxy-1H-benzo[d]imidazole